N1(N=CN=C1)C1CC2(CN(C2)C=O)C1 [6-(1,2,4-triazol-1-yl)-2-azaspiro[3.3]heptan-2-yl]methanone